N,9,9-triphenyl-N-(4'-phenyl-[1,1':2',1'':4'',1'''-quaterphenyl]-4'''-yl)-9H-fluoren-2-amine C1(=CC=CC=C1)N(C1=CC=2C(C3=CC=CC=C3C2C=C1)(C1=CC=CC=C1)C1=CC=CC=C1)C1=CC=C(C=C1)C1=CC=C(C=C1)C=1C(=CC=C(C1)C1=CC=CC=C1)C1=CC=CC=C1